5-(3-Ethyl-1,2-oxazol-5-yl)-2-methylbenzene-1-sulfonyl chloride C(C)C1=NOC(=C1)C=1C=CC(=C(C1)S(=O)(=O)Cl)C